sodium thulium (III) 1,4,7,10-tetraazacyclododecane N1CCNCCNCCNCC1.[Tm+3].[Na+]